ClC1=C(C(=CC=C1)Cl)S(=O)(=O)NCCC1=C(C=CC=C1)Cl 2,6-dichloro-N-[2-(2-chlorophenyl)ethyl]benzene-1-sulfonamide